2,6-Difluoro-N-(6-(5-(4-methyl-5-oxo-4,5-dihydro-1,3,4-oxadiazol-2-yl)-3-(trifluoromethyl)-1H-pyrazol-1-yl)pyridin-3-yl)benzamide FC1=C(C(=O)NC=2C=NC(=CC2)N2N=C(C=C2C=2OC(N(N2)C)=O)C(F)(F)F)C(=CC=C1)F